14-Chloro-13,20,22-trifluoro-15-methoxy-17,17-dioxo-17λ6-thia-18-azatetracyclo[17.3.1.112,16.02,7]tetracosa-1(22),2,4,6,12,14,16(24),19(23),20-nonaen-11-ol ClC=1C(=C2C(CCCC3=CC=CC=C3C3=C(C=C(C(NS(C(C1OC)=C2)(=O)=O)=C3)F)F)O)F